NC1=NC(=CC(=N1)N1CCC2(C[C@H](NC2)C(=O)O)CC1)O[C@@H](C(F)(F)F)C1=CC=C(C=C1)C1=CC=C(C=C1)C(=O)O (S)-8-(2-amino-6-((R)-1-(4'-carboxy-[1,1'-biphenyl]-4-yl)-2,2,2-trifluoroethoxy)pyrimidin-4-yl)-2,8-diazaspiro[4.5]decane-3-carboxylic acid